tert-Butyl N-[(E)-3-[3-[[1-[(4aR,8aS)-3-oxo-4,4a,5,7,8,8a-hexahydropyrido[4,3-b][1,4]oxazine-6-carbonyl]-4-piperidylidene]-phenyl-methyl]phenyl]allyl]carbamate O=C1N[C@H]2[C@@H](OC1)CCN(C2)C(=O)N2CCC(CC2)=C(C=2C=C(C=CC2)/C=C/CNC(OC(C)(C)C)=O)C2=CC=CC=C2